2-[[(aminomethyl)hydroxyphosphinyl]methyl]pentanedioic acid NCP(=O)(O)CC(C(=O)O)CCC(=O)O